BrC=1N=C2C(=C(C=NC2=CC1)C(=O)OCC)NC(C)C ethyl 6-bromo-4-(isopropylamino)-1,5-naphthyridine-3-carboxylate